FC1=C(C(=C(C=C1OC)OC)F)C1CCCC2=C(NN=C2C2=C(C=NN2)N)C1 5-(7-(2,6-difluoro-3,5-dimethoxyphenyl)-1,4,5,6,7,8-hexahydrocyclohepta[c]pyrazol-3-yl)-1H-pyrazol-4-amine